benzyl 4-hydroxy-3,5-diiodo-2,6-dimethylbenzoate OC1=C(C(=C(C(=O)OCC2=CC=CC=C2)C(=C1I)C)C)I